COC(=O)C1CC([C@@]2(C=C(C3=CC=CC=C23)C)CC1)=O (1R)-3'-methyl-oxospiro[cyclohexane-1,1'-indene]-4-carboxylic acid methyl ester